NC1=C2N=C(N(C2=NC(=N1)OCC)CC1=C(C=C(C=C1)CNCC1=CC=C(C=C1)CNCC1=CC=CC=C1)OC)O 6-amino-9-(4-(((4-((benzylamino)methyl)benzyl)amino)methyl)-2-methoxy-benzyl)-2-ethoxy-9H-purin-8-ol